ClCCCCCOC=1C=C2C(N(C(C2=CC1)=O)C=1C=CC(=NC1OC)C#N)=O 5-(5-(5-chloropentoxy)-1,3-dioxoisoindolin-2-yl)-6-methoxycyanopyridine